Tetraphenyl-divinyl-disiloxane C1(=CC=CC=C1)[Si](O[Si](C=C)(C=C)C1=CC=CC=C1)(C1=CC=CC=C1)C1=CC=CC=C1